C(C)OC=1C=C(C=CC1)OC1=C(C=C(C=N1)N1C(NN=C1C)=O)C 4-(6-{[3-(ethyloxy)phenyl]oxy}-5-methyl-3-pyridinyl)-5-methyl-2,4-dihydro-3H-1,2,4-triazol-3-one